CC1CN(CC2=CC(=CC=C12)C(=O)NC=1C=NC=C(C1)C(F)(F)F)C1CC(N(CC1)C)=O 4-methyl-2-(1-methyl-2-oxo-4-piperidyl)-N-[5-(trifluoromethyl)-3-pyridyl]-3,4-dihydro-1H-isoquinoline-7-carboxamide